N1=CC(=CC=C1)S(=O)(=O)N pyridine-3-sulfonamide